CC1=C(C=CC(=C1)C)S(=O)(=O)C=1N=NN2C1NC(C1=CC=C(C=C21)N2CC(N(C(C2)C)C)C)=O 3-(2,4-dimethylbenzenesulfonyl)-8-(3,4,5-trimethylpiperazin-1-yl)-4H,5H-[1,2,3]triazolo[1,5-a]quinazolin-5-one